4-hydroxy-piperidine OC1CCNCC1